C(#N)[C@H](CC1=CC=C(C=C1)C1=C(C2=C(OCC(N2C)=O)C=C1)C(F)(F)F)NC(=O)[C@H]1OCNC1 (S)-N-((S)-1-cyano-2-(4-(4-methyl-3-oxo-5-(trifluoromethyl)-3,4-dihydro-2H-benzo[b][1,4]oxazin-6-yl)phenyl)ethyl)-1,4-oxazolidine-2-carboxamide